NC1=C(C(N(C2=CC(=CC=C12)Br)C1=CC=C(C=C1)C)=O)C(=O)OC methyl 4-amino-7-bromo-1-(4-methylphenyl)-2-oxo-1,2-dihydroquinoline-3-carboxylate